aminobenzopyrazine NC=1C=NC2=C(N1)C=CC=C2